BrC[Si](C)(C)C (bromomethyl)-trimethylsilane